5-(2-fluoro-6-hydroxy-3-(3-hydroxynaphthalen-1-yl)phenyl)-1,2,5-thiadiazolidin-3-one 1,1-dioxide FC1=C(C(=CC=C1C1=CC(=CC2=CC=CC=C12)O)O)N1CC(NS1(=O)=O)=O